(S)-5,6-dichloro-1'-(1-hydroxycyclopropane-1-carbonyl)spiro[indoline-3,3'-pyrrolidin]-2-one ClC=1C=C2C(=CC1Cl)NC([C@]21CN(CC1)C(=O)C1(CC1)O)=O